4-(4-{[(2S)-2-(3,5-Dimethylphenyl)-1-pyrrolidinyl]methyl}phenoxy)-3-fluorobenzamide CC=1C=C(C=C(C1)C)[C@H]1N(CCC1)CC1=CC=C(OC2=C(C=C(C(=O)N)C=C2)F)C=C1